4-{cyclopropyl[cis,cis-4-{[4-(trifluoromethoxy)phenyl]carbonyl}-2,3,3a,4,9,9a-hexahydro-1H-cyclopenta[b]quinolin-9-yl]amino}-4-oxobutanoic acid C1(CC1)N(C(CCC(=O)O)=O)C1C2C(N(C=3C=CC=CC13)C(=O)C1=CC=C(C=C1)OC(F)(F)F)CCC2